C(C1=CC=CC=C1)NC1=NC2=C(N1)C=C(C=C2C(=O)OC)C2=C(C=C(C=C2)C)Cl Methyl 2-(benzylamino)-6-(2-chloro-4-methylphenyl)-1H-benzo[d]imidazole-4-carboxylate